ClC1=C(C(=CC=C1)Cl)NC(=O)C=1C(=NC(=NC1)NC=1C=NN(C1)[C@H](CO)C)OC N-(2,6-dichlorophenyl)-2-({1-[(2S)-1-hydroxypropan-2-yl]-1H-pyrazol-4-yl}amino)-4-methoxypyrimidine-5-carboxamide